tert-butyl (2S)-2-((tert-butoxycarbonyl)amino)-4-(4,4,4-trifluoro-3-hydroxy-3-(4-(trifluoromethoxy)phenyl)butylsulfonimidoyl)butanoate C(C)(C)(C)OC(=O)N[C@H](C(=O)OC(C)(C)C)CCS(=O)(=N)CCC(C(F)(F)F)(C1=CC=C(C=C1)OC(F)(F)F)O